NN1C(=NC(=C1C(=O)O)C1=CC=C(C=C1)C(NC1=NC=CC(=C1)C)=O)[C@H]1N(CCCC1)C(=O)OC(C)(C)C (S)-1-amino-2-(1-(tert-butoxycarbonyl)piperidin-2-yl)-4-(4-((4-methylpyridin-2-yl)carbamoyl)phenyl)-1H-imidazole-5-carboxylic acid